NC1=NC=CC=C1C1=NC=2C(=NC(=CC2)N2N=CC=C2)N1C=1C=C2CC[C@@H](C2=CC1)NC(=O)C=1C=C(C(=C2C1N=CS2)O)C=O (S)-N-(5-(2-(2-aminopyridin-3-yl)-5-(1H-pyrazol-1-yl)-3H-imidazo[4,5-b]pyridin-3-yl)-2,3-dihydro-1H-inden-1-yl)-6-formyl-7-hydroxybenzo[d]thiazole-4-carboxamide